6-methyl-1,4-diazacycloheptan-6-ol CC1(CNCCNC1)O